3-[(6-{[((3-fluorobicyclo[1.1.1]pentan-1-yl)methyl)amino]methyl}imidazo[1,2-a]pyridin-2-yl)methyl]-8-{2-oxa-6-azaspiro[3.3]heptan-6-yl}pyrido[3,4-d]pyridazin-4-one FC12CC(C1)(C2)CNCC=2C=CC=1N(C2)C=C(N1)CN1N=CC2=C(C1=O)C=NC=C2N2CC1(COC1)C2